(2S)-2-[(METHYLCARBAMOYL)AMINO]PROPANOIC ACID CNC(=O)N[C@H](C(=O)O)C